C1=NC=C2C1=CN(C2)C(=O)[O-] pyrrolo[3,4-c]pyrrole-5-carboxylate